(2R,5S)-4-(7-(4-cyanopyridin-2-yl)-5-(2-fluorophenyl)-5H-pyrrolo[3,2-d]pyrimidin-4-yl)-5-methyl-2-(methyl-d3)piperazine-1-carboxylic acid tert-butyl ester C(C)(C)(C)OC(=O)N1[C@@H](CN([C@H](C1)C)C=1C2=C(N=CN1)C(=CN2C2=C(C=CC=C2)F)C2=NC=CC(=C2)C#N)C([2H])([2H])[2H]